6-Ethyl-7-methoxy-1,1-dimethyl-3,4-dihydronaphthalene-2(1H)-one C(C)C=1C=C2CCC(C(C2=CC1OC)(C)C)=O